(R)-3-ALLYLDIHYDRO-2H-PYRAN-4(3H)-ONE C(C=C)[C@@H]1COCCC1=O